4-(4-piperidyl)butyl chloride N1CCC(CC1)CCCCCl